OC[C@H]1[C@@H](C1)COC1=CC=CC(=N1)C(=O)N 6-[[(1R,2R)-2-(hydroxymethyl)cyclopropyl]methoxy]pyridine-2-carboxamide